ClC1=C(C=CC(=C1)OC)N1C(C(=CC=C1C1CC1)C(=O)O)=O 1-(2-chloro-4-methoxy-phenyl)-6-cyclopropyl-2-oxo-pyridine-3-carboxylic acid